(2-(4-(4-bromophenyl)tetrahydro-2H-pyran-4-yl)thiazol-4-yl)methanol BrC1=CC=C(C=C1)C1(CCOCC1)C=1SC=C(N1)CO